FC=1C=CC2=C(N=C(O2)CNC(=O)C2=C(OC=3N=CN=C(C32)NC3(CC3)C)C)C1 N-[(5-fluoro-1,3-benzoxazol-2-yl)methyl]-6-methyl-4-[(1-methylcyclopropyl)amino]furo[2,3-d]pyrimidine-5-carboxamide